ClC1=C(C(=CC=C1)F)NC(=O)C1=C(C(=C(C=C1)N1N=C(N(C1=O)CC)C(=O)O)F)O[C@H](C(F)(F)F)C 1-(4-[(2-chloro-6-fluorophenyl)carbamoyl]-2-fluoro-3-{[(2S)-1,1,1-trifluoroprop-2-yl]oxy}phenyl)-4-ethyl-5-oxo-4,5-dihydro-1H-1,2,4-triazole-3-carboxylic acid